C(C)(=O)NC1=CN(C2=C(C=C(C=C12)O)C)C(=O)OC(C)(C)C tert-butyl 3-acetamido-5-hydroxy-7-methylindole-1-carboxylate